C1[C@H]([C@@H]([C@H]([C@@H](O1)O)O)O)O[C@@H]2[C@@H]([C@H]([C@@H]([C@H](O2)CO)O)O)O The molecule is a disaccharide that is beta-D-xylose in which the hydroxy group at position 4 has been converted into the corresponding alpha-D-glucopyranoside. It is a glycoside, an alpha-D-glucoside and a glycosylxylose. It derives from a beta-D-xylose.